ruthenium (benzene) C1=CC=CC=C1.[Ru]